N[C@H](C(=O)N[C@H](C(=O)N(C)[C@H](C(=O)OC(C)(C)C)CC=1C=NC=CC1)CCCC)CC1=C(C=CC=C1)F tert-butyl (S)-2-((S)-2-((S)-2-amino-3-(2-fluorophenyl)propanamido)-N-methylhexanamido)-3-(pyridin-3-yl)propanoate